6-(1-cyclopropyl-1H-tetrazol-5-yl)pyridin-2-amine C1(CC1)N1N=NN=C1C1=CC=CC(=N1)N